2-amino-5-(4-carbamoylphenyl)-4-oxo-4,5-dihydrofuran-3-yl-5-d phenylmethanesulfonate C1(=CC=CC=C1)CS(=O)(=O)OC1=C(OC(C1=O)([2H])C1=CC=C(C=C1)C(N)=O)N